FC=1C=C2C(C(NC2=CC1)=O)(Br)Br 5-fluoro-3,3-dibromo-2-indolone